6-[3-(2,3-dichloro-6-fluorophenyl)-3-pyrrolidinylamino]-3-methyl-4(3H)-quinazolinone ClC1=C(C(=CC=C1Cl)F)C1(CNCC1)NC=1C=C2C(N(C=NC2=CC1)C)=O